tetracerium (IV) ammonium sulfate S(=O)(=O)([O-])[O-].[NH4+].[Ce+4].[Ce+4].[Ce+4].[Ce+4]